6-(2-{5-[(3R,5R)-3-amino-5-fluoropiperidine-1-carbonyl]-7-fluoro-1-methyl-1H-1,3-benzodiazol-2-yl}-1-(cyclopropylmethyl)-1H-indol-6-yl)-2,3-dihydro-1H-isoindol-1-one N[C@H]1CN(C[C@@H](C1)F)C(=O)C1=CC2=C(N(C(=N2)C=2N(C3=CC(=CC=C3C2)C2=CC=C3CNC(C3=C2)=O)CC2CC2)C)C(=C1)F